FC(C(=O)O)(F)F.FC=1C=C(C(=O)NCC2CCC(CC2)N2N=C3C=C(C=CC3=C2)C2=NC=C(C=C2)OC)C=C(C1O)F 3,5-difluoro-4-hydroxy-N-({(1r,4r)-4-[6-(5-methoxy-pyridin-2-yl)-2H-indazol-2-yl]cyclohexyl}methyl)benzamide, trifluoroacetate salt